iodopentylamine ICCCCCN